COC1=CC=C(C=C1)N=CC1=C(C=CC(=C1)N(C1=CC=CC=C1)C1=CC=CC=C1)C1=CC=CC=C1 (((4-methoxyphenyl)imino)methyl)-N,N-diphenyl-[1,1'-biphenyl]-4-amine